C1(NC(CCC12C(NC(CC2)=O)=O)=O)=O 2,8-diazaspiro[5.5]undecane-1,3,7,9-tetraone